The molecule is tetraanion of 1,5-dihydrocoenzyme F420 arising from deprotonation of acidic OH groups from carboxylic acid and phosphate functions. It is a conjugate base of a 1,5-dihydrocoenzyme F420. C[C@@H](C(=O)N[C@@H](CCC(=O)N[C@@H](CCC(=O)[O-])C(=O)[O-])C(=O)[O-])OP(=O)([O-])OC[C@H]([C@H]([C@H](CN1C2=C(CC3=C1NC(=O)NC3=O)C=CC(=C2)O)O)O)O